alpha-phenylacetophenone C1(=CC=CC=C1)CC(=O)C1=CC=CC=C1